tert-Butyl (2-methyl-1-(4-((1-(4-(2-methyl-1-oxopropan-2-yl)phenyl)-2-oxo-1,2-dihydropyrimidin-4-yl)carbamoyl)piperazin-1-yl)-1-oxopropan-2-yl)carbamate CC(C(=O)N1CCN(CC1)C(NC1=NC(N(C=C1)C1=CC=C(C=C1)C(C=O)(C)C)=O)=O)(C)NC(OC(C)(C)C)=O